C(CCCCCC)OCOCC\C=C/CCI (3Z)-6-(heptyloxymethoxy)-3-hexenyliodide